BrC=1C=C(C=CC1F)C1=NN=NN1 5-(3-bromo-4-fluorophenyl)-1H-tetrazole